methoxy-7-(3-methoxy-piperidin-1-yl)-thiazolo[4,5-c]pyridin COC=1SC2=C(C=NC=C2N2CC(CCC2)OC)N1